(2R*,3S*)-5-{[(2R*)-3-(tert-butylamino)-2-hydroxypropyl]oxy}-1,2,3,4-tetrahydronaphthalene-2,3-diol C(C)(C)(C)NC[C@H](COC1=C2C[C@@H]([C@@H](CC2=CC=C1)O)O)O |o1:6,12,13|